p-mentha-3,8-diene C1(CC=C(CC1)C(=C)C)C